9-((8-(DIDECYLAMINO)-8-OXOOCTYL)(5-HYDROXYPENTYL)AMINO)NONYL HENICOSAN-11-YL CARBONATE C(OCCCCCCCCCN(CCCCCO)CCCCCCCC(=O)N(CCCCCCCCCC)CCCCCCCCCC)(OC(CCCCCCCCCC)CCCCCCCCCC)=O